2-Methyl-6-(5-(1-methylcyclopropoxy)-1H-indazol-3-yl)-4-morpholinopyridazin-3(2H)-one CN1N=C(C=C(C1=O)N1CCOCC1)C1=NNC2=CC=C(C=C12)OC1(CC1)C